Hydrobromide Hydrate O.Br